CC=1C=C(C(=O)C=2N(C=CC2)\C(\C(=O)OC)=C\OC)C=C(C1)C (E)-methyl 2-[2-(3,5-dimethyl-benzoyl) pyrrol-1-yl]-3-methoxyacrylate